(2S)-2-({5-[(1S)-1-[(5-chloro-2-methylpyridin-3-yl)amino]ethyl]thiophen-2-yl}formamido)-3-cyclopentyl-N-{3-hydroxybicyclo[1.1.1]pentan-1-yl}propanamide ClC=1C=C(C(=NC1)C)N[C@@H](C)C1=CC=C(S1)C(=O)N[C@H](C(=O)NC12CC(C1)(C2)O)CC2CCCC2